CC(=O)C Dimethyl ketone